2-(2-(1-benzhydrylazetidin-3-ylidene)-2-bromoethyl)isoindoline-1,3-dione C(C1=CC=CC=C1)(C1=CC=CC=C1)N1CC(C1)=C(CN1C(C2=CC=CC=C2C1=O)=O)Br